tert-butyl (4-((5-(6-(4-fluorophenyl)-1-methyl-1H-pyrazolo[3,4-d]pyrimidin-4-yl)-3-methyl-4,5,6,7-tetrahydro-1H-pyrazolo[4,3-c]pyridin-1-yl)methyl)bicyclo[2.2.2]octan-1-yl)carbamate FC1=CC=C(C=C1)C1=NC(=C2C(=N1)N(N=C2)C)N2CC1=C(CC2)N(N=C1C)CC12CCC(CC1)(CC2)NC(OC(C)(C)C)=O